(2-hydroxy-ethyl)-{2-[2-(2-nitro-phenoxy)-ethoxy]-ethyl}-carbamic acid tert-butyl ester C(C)(C)(C)OC(N(CCOCCOC1=C(C=CC=C1)[N+](=O)[O-])CCO)=O